FC=1C(=NC(=CC1)F)C1=NN(C=C1NC(=O)C=1N=C(SC1)C=1C=NN(C1)COP(=O)(OC1=CC=CC=C1)N[C@H](C)C(=O)OC(C)C)C1CCC(CC1)OCC isopropyl (((4-(4-((3-(3,6-difluoropyridin-2-yl)-1-((1r,4r)-4-ethoxycyclohexyl)-1H-pyrazol-4-yl)carbamoyl)thiazol-2-yl)-1H-pyrazol-1-yl)methoxy)(phenoxy)phosphoryl)-D-alaninate